FC(C1=C(OC2=CC=C(C(=C2C(=O)NC2=CC(=C(C=C2)F)C(NO)=O)F)C(F)(F)F)C=CC(=C1)C(F)(F)F)(F)F 6-(2,4-bis(trifluoromethyl)phenoxy)-2-fluoro-N-(4-fluoro-3-(N-hydroxycarbamoyl)phenyl)-3-(trifluoromethyl)benzamide